C(C)P([O-])(=O)CCC1=CC=C(C=C1)C ethyl(4-methylphenylethyl)phosphinat